C(=O)(O)C=1C=C(C[C@H](N)C(=O)O)C=CC1 3-Carboxyphenylalanine